BrC=1C=C2C(=CNC2=CC1)C(CNC1C(N(CC1)CC1=CC=C(C=C1)F)=O)=O 3-((2-(5-bromo-1H-indol-3-yl)-2-oxoethyl)amino)-1-(4-fluorobenzyl)-2-oxopyrrolidine